tert-butyl 4-((3-amino-6-(2,5-dimethyl-1,2,3,4-tetrahydroisoquinolin-7-yl) pyrazin-2-yloxy) methyl)-5-cyclopropoxypyridin-2-ylcarbamate NC=1C(=NC(=CN1)C1=CC(=C2CCN(CC2=C1)C)C)OCC1=CC(=NC=C1OC1CC1)NC(OC(C)(C)C)=O